hexaaminobenzene methyl-((5-isobutyl-3-(4-((2-isopropyl-1H-imidazol-1-yl)methyl)phenyl)-4-methylthiophen-2-yl)sulfonyl)carbamate COC(NS(=O)(=O)C=1SC(=C(C1C1=CC=C(C=C1)CN1C(=NC=C1)C(C)C)C)CC(C)C)=O.NC1=C(C(=C(C(=C1N)N)N)N)N